1-benzyl-2H-thieno[3,2-d][1,3]oxazine-2,4(1H)-dione C(C1=CC=CC=C1)N1C(OC(C2=C1C=CS2)=O)=O